ClC=1C=C(C=CC1F)NC1N(C(=NC(=N1)N)N1CCOCC1)C1=CC(=CC=C1)OC N-(3-Chloro-4-fluorophenyl)-N1-(3-methoxyphenyl)-6-morpholin-4-yl-[1,3,5]triazine-2,4-diamine